FN[C@@H](C(C)C)C(=O)O monofluorovaline